1-{3-[(4-aminophenyl)amino]propyl}-3-methyl-1H-imidazol-3-ium chloride [Cl-].NC1=CC=C(C=C1)NCCCN1C=[N+](C=C1)C